CC1CC=2NC3=C(C=CC=C3C2CC1)C(=O)O 2-methyl-2,3,4,9-tetrahydro-1H-carbazole-8-carboxylic acid